5,5,8a-trimethyl-2-methylene-decalin CC1(C2CCC(CC2(CCC1)C)=C)C